ethylpyrazole CCN1C=CC=N1